FC=1C(=NC=CC1)C1=NN2C(C=C(C3=CC=CC=C23)C(F)(F)F)=N1 2-(3-fluoro-2-pyridinyl)-5-(trifluoromethyl)-[1,2,4]triazolo[1,5-a]quinoline